di(pentadecan-7-yl) 7,7'-((3-(2-methyl-1H-imidazol-1-yl)propyl)azanediyl)diheptanoate CC=1N(C=CN1)CCCN(CCCCCCC(=O)OC(CCCCCC)CCCCCCCC)CCCCCCC(=O)OC(CCCCCC)CCCCCCCC